5-isobutyl-2-pyrrolidone C(C(C)C)C1CCC(N1)=O